FC(C=1C=C(C=CC1)NC=1C=C(C=CC1)C=1C=C2C=NC=NC2=C(C1)C=1C=C(C=CC1)NC(C=C)=O)(F)F N-(3-(6-(3-((3-(trifluoromethyl)phenyl)amino)phenyl)quinazolin-8-yl)phenyl)acrylamide